1-(2-aminobenzo[d]thiazol-6-yl)-1-[2-(4-morpholinyl)ethyl]-3-(4-ethylphenyl)urea NC=1SC2=C(N1)C=CC(=C2)N(C(=O)NC2=CC=C(C=C2)CC)CCN2CCOCC2